C=C(C(=O)OC(C)C1=NN=NN1)CC(=O)O[C@@H](C)CCCCCC 1-(1-(1H-tetrazol-5-yl)ethyl) 4-((S)-octan-2-yl) 2-methylenesuccinate